COC(C1=C(C=CC(=C1)Cl)OCC(=O)OC)=O 5-Chloro-2-(2-methoxy-2-oxoethoxy)benzoic acid methyl ester